FC1(CC1)C1=NN(C(=C1C(F)(F)F)C(=O)OC)C[C@H]1[C@@H](C1)C(F)(F)F methyl 3-(1-fluorocyclopropyl)-4-(trifluoromethyl)-1-(((trans)-2-(trifluoromethyl)cyclopropyl)methyl)-1H-pyrazole-5-carboxylate